CC1(C(N[C@H](C1)C)=O)C (S)-3,3,5-Tri-methylpyrrolidin-2-on